4,4'-biphenylhexacarboxylic acid C1(=C(C(=C(C(=C1C(=O)O)C(=O)O)C1=CC=C(C=C1)C(=O)O)C(=O)O)C(=O)O)C(=O)O